Benzyl (R)-2-Hydroxy-3-Methylbutanoate O[C@@H](C(=O)OCC1=CC=CC=C1)C(C)C